CC=1C=C(C=NC1N1CCNCC1)CC1=CN=C2C(=NC(=NN21)O[C@@H](C)CCC)N (S)-7-((5-Methyl-6-(piperazin-1-yl)pyridin-3-yl)methyl)-2-(pentan-2-yloxy)imidazo[2,1-f][1,2,4]-triazin-4-amin